CC([C@H](C)NC(=O)C1=C(C(=NN1C)C1=C(C=CC=C1)COC)NS(=O)(=O)C1=CC=C(C=C1)C)(C)C (S)-N-(3,3-dimethylbutan-2-yl)-3-(2-(methoxymethyl)phenyl)-1-methyl-4-((4-methylphenyl)sulfonamido)-1H-pyrazole-5-carboxamide